methyl-3-(2-thienyl)-1,2-dihydroquinoxalin-2-one CN1C(C(=NC2=CC=CC=C12)C=1SC=CC1)=O